BrC1=C(N=C2N1COC1=C2C=NC=C1)I 3-bromo-2-iodo-5H-imidazo[1,2-c]pyrido[3,4-e][1,3]oxazine